Menthanecarboxylic acid N-(4-cyanomethylphenyl) amide C(#N)CC1=CC=C(C=C1)NC(=O)C1CC(CCC1C(C)C)C